FC1=C(C=C(C=C1)C(CS(=O)(=O)N(CC1=CC=C(C=C1)OC)CC1=CC=C(C=C1)OC)(C)O)C=1N=NN(N1)CC1=C(C=CC(=C1)OC(F)(F)F)F 2-(4-fluoro-3-(2-(2-fluoro-5-(trifluoromethoxy)benzyl)-2H-tetrazol-5-yl)phenyl)-2-hydroxy-N,N-bis(4-methoxybenzyl)propane-1-sulfonamide